(S)-6-bromo-2-(1-cyclopropylethyl)-3-oxoisoindoline-4-sulfonamide BrC=1C=C(C=2C(N(CC2C1)[C@@H](C)C1CC1)=O)S(=O)(=O)N